2-(diethylamino)-4-(2-methylphenyl)-5H-naphtho[1,2-d]imidazol-5-one C(C)N(C1=NC=2C(=N1)C1=CC=CC=C1C(C2C2=C(C=CC=C2)C)=O)CC